ClC=1C=C(C(=C(C1)O)C=1N=NC(=CC1)N1[C@H]2[C@@H](OCC1)CCN(C2)C)C |r| 5-chloro-3-methyl-2-[6-[rac-(4aR,8aS)-6-methyl-3,4a,5,7,8,8a-hexahydro-2H-pyrido[4,3-b][1,4]oxazin-4-yl]pyridazin-3-yl]phenol